5-(isopentenylaminomethyl)uridine C(CC(=C)C)NCC=1C(NC(N([C@H]2[C@H](O)[C@H](O)[C@@H](CO)O2)C1)=O)=O